6-(2,2-difluoroethoxy)-4-(4-(difluoromethoxy)phenyl)-2-(3-(dimethylamino)-2-methyl-2H-indazol-5-yl)pyrido[3,2-c]pyridazin-3(2H)-one FC(COC=1C=CC2=NN(C(C(=C2N1)C1=CC=C(C=C1)OC(F)F)=O)C1=CC2=C(N(N=C2C=C1)C)N(C)C)F